O(C1=C(C=CC=C1)N=C=O)C1=C(C=CC=C1)N=C=O ketodiphenyl diisocyanate